FC(CCC1=NN=C(S1)C(=O)NCC1=C(C=CC(=C1)OC(F)(F)F)F)CN1N=NC(=C1)C(NC)=O 5-{3-fluoro-4-[4-(methylcarbamoyl)-1H-1,2,3-triazol-1-yl]butyl}-N-{[2-fluoro-5-(trifluoromethoxy)phenyl]methyl}-1,3,4-thiadiazole-2-carboxamide